C(#N)CCCCCCCCOC1=CC=C(C=C1)C1=CC=CC=C1 p-cyanooctoxybiphenyl